N,9-diphenyl-N-[4-(10-phenyl-9-anthracenyl)phenyl]-9H-carbazole-3-amine C1(=CC=CC=C1)N(C=1C=CC=2N(C3=CC=CC=C3C2C1)C1=CC=CC=C1)C1=CC=C(C=C1)C=1C2=CC=CC=C2C(=C2C=CC=CC12)C1=CC=CC=C1